O1C=CC2=C1C=CC(=C2)C=C2C(NC=N2)=O 5-(benzofuran-5-ylmethylene)-3,5-dihydro-4H-imidazol-4-one